4-(2-methylpiperidin-4-yl)morpholine CC1NCCC(C1)N1CCOCC1